6-chloro-N-(tetrahydro-2H-pyran-4-yl)-1-((2-(trimethylsilyl)ethoxy)methyl)-1H-pyrrolo[2,3-b]pyridin-4-amine ClC=1C=C(C2=C(N1)N(C=C2)COCC[Si](C)(C)C)NC2CCOCC2